(S)-N-(2-((4,4-difluorocyclohexyl)amino)-5-(3,5-dimethylisoxazol-4-yl)phenyl)-6-oxopiperidine-2-carboxamide FC1(CCC(CC1)NC1=C(C=C(C=C1)C=1C(=NOC1C)C)NC(=O)[C@H]1NC(CCC1)=O)F